C(=C)(C)C1CCC(=CC1C1=C(C=C(C=C1O)CCCCC)[O-])C 2-[6-isopropenyl-3-methylcyclohex-2-enyl]-3-hydroxy-5-pentylphenolate